N=1C(CCC1)(C(=O)O)C(=O)O 5-pyrrolinedicarboxylic acid